1-[5-(azetidin-3-yl)-2-pyridyl]-4-methyl-1,4λ5-azaphosphinane 4-oxide N1CC(C1)C=1C=CC(=NC1)N1CCP(CC1)(C)=O